ClCC1=CC(=NC=C1)N1C(NC(CC1)=O)=O 1-(4-(Chloromethyl)pyridin-2-yl)dihydropyrimidine-2,4(1H,3H)-dione